6-chlorofuro[2,3-b]pyridin-3-one ClC1=CC=C2C(=N1)OCC2=O